4-acetyl diphenyl sulfide CC(=O)C1=CC=C(C=C1)SC2=CC=CC=C2